(1S,5R)-benzyl 6-oxa-2-azabicyclo[3.2.1]octane-2-carboxylate [C@@H]12N(CC[C@@H](OC1)C2)C(=O)OCC2=CC=CC=C2